O[C@H](COC=1C=C(C=CC1)S(=O)(=O)NC)CNC1COC2(C1)CCN(CC2)S(=O)(=O)C2=C(N=C(S2)C2=CC=CC=C2)C 3-((2S)-2-hydroxy-3-(8-(4-methyl-2-phenylthiazol-5-ylsulfonyl)-1-oxa-8-azaspiro[4.5]dec-3-ylamino)propoxy)-N-methylbenzenesulfonamide